[3-(benzofuran-3-yl)-1H-pyrazolo[4,3-c]pyridin-6-yl]-(1,4-oxaazepan-4-yl)methanone O1C=C(C2=C1C=CC=C2)C2=NNC1=C2C=NC(=C1)C(=O)N1CCOCCC1